N-(2,5-difluorophenyl)-6-methyl-5-nitroisoquinolin-1-amine FC1=C(C=C(C=C1)F)NC1=NC=CC2=C(C(=CC=C12)C)[N+](=O)[O-]